(N-Boc-aminomethyl)aniline C(=O)(OC(C)(C)C)NCNC1=CC=CC=C1